NC1=CC(=C(C=C1Br)N1[C@@H]2CN([C@H](C1)C2)C(=O)OC(C)(C)C)F tert-Butyl (1S,4S)-5-(4-amino-5-bromo-2-fluorophenyl)-2,5-diazabicyclo[2.2.1]heptane-2-carboxylate